n-octyldodecyl phosphate P(=O)(OC(CCCCCCCCCCC)CCCCCCCC)([O-])[O-]